(4-(3-fluoropyridin-2-yl)phenyl)methanamine FC=1C(=NC=CC1)C1=CC=C(C=C1)CN